3-({2-[(tert-butyldimethylsilyl)oxy]ethyl}sulfanyl)-6-(5-chloro-2-fluorophenyl)pyridazin-4-amine [Si](C)(C)(C(C)(C)C)OCCSC=1N=NC(=CC1N)C1=C(C=CC(=C1)Cl)F